(S)-5-(4-carbamimidoylbenzylamino)-5-oxo-4-((R)-4-phenyl-2-(phenylmethylsulfonamido)butanamido)pentanoic acid C(N)(=N)C1=CC=C(CNC([C@H](CCC(=O)O)NC([C@@H](CCC2=CC=CC=C2)NS(=O)(=O)CC2=CC=CC=C2)=O)=O)C=C1